C1(CC1)C1=C(C(=NO1)C1=C(C=CC=C1Cl)Cl)CO[C@H]1[C@@H]2C(N([C@H](C1)C2)C=2C=CC(=NC2)C(=O)NS(=O)(=O)C2CC2)=O 5-((1s,4r,5r)-5-((5-cyclopropyl-3-(2,6-dichlorophenyl)isoxazol-4-yl)methoxy)-3-oxo-2-azabicyclo[2.2.1]heptan-2-yl)-N-(cyclopropylsulfonyl)pyridineamide